FC=1C=C(C2=C(CCO2)C1)N1CCN(CC1)CCC1=CC=C2C=CC(NC2=C1)=O 7-(2-(4-(5-fluoro-2,3-dihydrobenzofuran-7-yl)piperazin-1-yl)ethyl)quinolin-2(1H)-one